C(C)(=O)OC1O[C@@H]([C@@H]([C@H]1OC(C)=O)F)COC(C1=CC=CC=C1)=O (3S,4S,5R)-5-((benzoyloxy)methyl)-4-fluorotetrahydrofuran-2,3-diyl diacetate